BrC1=C(C=C(C(=O)O)C=C1)I 4-bromo-3-iodo-benzoic acid